COC=1C=C(/C=C/C(=O)O)C=C(C1OC)OC trans-3,4,5-trimethoxycinnamic acid